CC1(OCC(O1)C1=C2C(=NC=C1)N(N=C2C#N)C2=CC=C(C=C2)C(F)(F)F)C 4-(2,2-dimethyl-1,3-dioxolan-4-yl)-1-(4-(trifluoromethyl)phenyl)-1H-pyrazolo[3,4-b]pyridine-3-carbonitrile